3-(2-(dimethylamino) ethyl)-1H-indol-4-yl butyrate C(CCC)(=O)OC1=C2C(=CNC2=CC=C1)CCN(C)C